NC1=NC=NN2C1=C(C=C2C=2C=C(C(=NC2)OC)C(=O)NC2CN(CC2F)CC2=C(C=CC=C2)C(F)(F)F)C(F)(F)F 5-[4-amino-5-(trifluoromethyl)pyrrolo[2,1-f][1,2,4]triazin-7-yl]-N-(4-fluoro-1-{[2-(trifluoromethyl)phenyl]methyl}pyrrolidin-3-yl)-2-methoxypyridine-3-carboxamide